tert-butyl 4-[7-({8-fluoro-2-methylimidazo[1,2-a]pyridin-6-yl}carbamoyl)-2-(3-hydroxycyclobutyl)indazol-4-yl]piperazine-1-carboxylate FC=1C=2N(C=C(C1)NC(=O)C1=CC=C(C3=CN(N=C13)C1CC(C1)O)N1CCN(CC1)C(=O)OC(C)(C)C)C=C(N2)C